5-bromo-N-(3-chlorophenyl)pyrimidin-2-amine BrC=1C=NC(=NC1)NC1=CC(=CC=C1)Cl